C(C=C)(=O)[O-].C(C)N1C=[N+](C=C1)C 1-ethyl-3-methylimidazolium acrylate